2-(6-(((1S,4S,5S,6R)-6-fluoro-1,2-dimethyl-2-azabicyclo[2.2.2]octan-5-yl)oxy)pyridazin-3-yl)-5-(4-methoxy-1,3,5-triazin-2-yl)phenol F[C@H]1[C@H]([C@@H]2CN([C@]1(CC2)C)C)OC2=CC=C(N=N2)C2=C(C=C(C=C2)C2=NC=NC(=N2)OC)O